2-(tert-butyl)-N-(2-methyl-4-(6-(4-methylpiperazin-1-yl)pyrazolo[1,5-a]pyrazin-4-yl)benzyl)-2H-1,2,3-triazole-4-carboxamide trifluoroacetate salt FC(C(=O)O)(F)F.C(C)(C)(C)N1N=CC(=N1)C(=O)NCC1=C(C=C(C=C1)C=1C=2N(C=C(N1)N1CCN(CC1)C)N=CC2)C